C(C)(C)OC(C)NC(C)=O N-(1-isopropoxyethyl)acetamide